ClC1=C(C(=CC=C1)C)C1=NOC(=C1CO)C1(CC1)F [3-(2-chloro-6-methylphenyl)-5-(1-fluorocyclopropyl)-1,2-oxazol-4-yl]methanol